ClC1=NC(=CC(=C1)C1=C(C=C(C=C1)F)C1=NN=CN1C)Cl 2,6-dichloro-4-[4-fluoro-2-(4-methyl-1,2,4-triazol-3-yl)phenyl]pyridine